5-chloro-1-(3-chloro-2-fluorophenyl)-1H-pyrazole ClC1=CC=NN1C1=C(C(=CC=C1)Cl)F